1-ETHYL-2-PYRROLECARBOXALDEHYDE C(C)N1C(=CC=C1)C=O